CN(C1=CC=C(C(=N1)[C@@H](CO)NC(CC)=O)F)C N-[(1S)-1-[6-(dimethylamino)-3-fluoropyridin-2-yl]-2-hydroxyethyl]propanamide